O=C1C(OC2=CC=CC=C2C1)=O oxocoumarin